C(C)(C)OC(OC(=O)OOC(C)C)=O diisopropyl-1-peroxydicarbonate